CN1N=C2N=CC(=CC2=C1)C1=CC=C2C(=N1)SC(=C2)[C@@H](O)[C@@H]2CN(CC2)C (S)-(6-(2-methyl-2H-pyrazolo[3,4-b]pyridin-5-yl)thieno[2,3-b]pyridin-2-yl)((3S)-1-methyl-3-pyrrolidinyl)methanol